4-(proP-2-en-1-yl)phenol C(C=C)C1=CC=C(C=C1)O